S1N=C(C2=C1C=CC=C2)N2CCN(CC2)C2=CC=C1CN(C(C1=C2)=O)C(C(=O)C(CC(=O)O)C(CF)=O)CC 3-(2-(6-(4-(Benzo[d]isothiazol-3-yl)piperazin-1-yl)-1-oxoisoindolin-2-yl)butyryl)-5-fluoro-4-oxopentanoic acid